ClC1=C(C(=CC=C1)Cl)C=1N=C2C=3C=C(C=NC3C=CN2C1C(=O)N)C=1C=NN(C1)CC1=NC=NC=C1 2-(2,6-Dichlorophenyl)-9-(1-(pyrimidin-4-ylmethyl)-1H-pyrazol-4-yl)imidazo[2,1-f][1,6]naphthyridine-3-carboxamide